CNCCN(CCNC)CCNC tris[2-(methylamino)-ethyl]amine